BrC=1C=NC=C(C1Cl)Br 3,5-dibromo-4-chloropyridine